1H,3'H-[2,4'-biimidazole]-5-carboxamide N1C(=NC=C1C(=O)N)C=1NC=NC1